O1CCN(CC1)C1=NC(=NC(=N1)N1CCOCC1)C1=CC2=C(N=C(O2)NCC2=CC=C(C=C2)OC)C=C1 6-(4,6-Dimorpholino-1,3,5-triazin-2-yl)-N-(4-methoxybenzyl)benzo[d]oxazol-2-amine